2-amino-1-(4-(4-(4-((3-(dimethylamino)propyl)amino)quinolin-2-yl)phenyl)piperazin-1-yl)-3-methylbutan-1-one NC(C(=O)N1CCN(CC1)C1=CC=C(C=C1)C1=NC2=CC=CC=C2C(=C1)NCCCN(C)C)C(C)C